FC1(CC(C1)(C)CN1N=C(C(=C1C(=O)OCC)I)C(C)(F)F)F ethyl 1-((3,3-difluoro-1-methylcyclobutyl) methyl)-3-(1,1-difluoroethyl)-4-iodo-1H-pyrazole-5-carboxylate